N-(3-(7-hydroxy-3,7-dihydro-[1,2]oxaborinino[5,6-d]pyrrolo[2,3-b]pyridin-9-yl)cyclobutyl)cyclopropanesulfonamide OB1OC=2C(=C3C(=NC2)NC=C3)C(=C1)C1CC(C1)NS(=O)(=O)C1CC1